methyl (3S)-3-ethyl-5-fluoro-2-(2-oxatricyclo[3.3.1.13,7]decane-1-carbonyl)-3,4-dihydro-1H-isoquinoline-7-carboxylate C(C)[C@@H]1N(CC2=CC(=CC(=C2C1)F)C(=O)OC)C(=O)C12OC3CC(CC(C1)C3)C2